COC(C(C)O)O methoxy-propane-1,2-diol